FCCCS(=O)(=O)NC=1C=C(C=CC1O)NC(=O)C1=CC=C(C=C1)C1=CC=C(C=C1)C(F)(F)F N-(3-((3-Fluoropropyl)sulfonamido)-4-hydroxyphenyl)-4'-(trifluoromethyl)-[1,1'-biphenyl]-4-carboxamide